Cl.COC(C(C(CC1=CC=C(C=C1)C#N)N)C)=O 3-amino-4-(4-cyanophenyl)-2-methylbutanoic acid methyl ester hydrochloride